bromo-4'-fluoroacetanilide BrCC(=O)NC1=CC=C(C=C1)F